1-tert-butoxycarbonyl-4,4-difluoro-piperidine-2-carboxylic acid C(C)(C)(C)OC(=O)N1C(CC(CC1)(F)F)C(=O)O